ClC=1C=C(OC2=CC=NC3=CC(=C(C=C23)C(=O)N)OC)C=C(C1)N1N=CC=C1 4-(3-chloro-5-(1H-pyrazol-1-yl)phenoxy)-7-methoxyquinoline-6-carboxamide